Tert-butyl (3R)-3-(1-(tert-butoxy)-3-(2-formylbenzofuran-4-yl)-1-oxopropan-2-yl)pyrrolidine-1-carboxylate C(C)(C)(C)OC(C(CC1=CC=CC2=C1C=C(O2)C=O)[C@@H]2CN(CC2)C(=O)OC(C)(C)C)=O